ClC1=C(C(=CC=C1)Cl)C1=NOC(=C1C(=O)O[C@H]1[C@@H]2CN([C@H](C1)C2)C=2SC1=C(N2)C(=CC(=C1)C(=O)O)F)C1(CC1)F 2-[(1s,4s,5r)-5-[3-(2,6-dichlorophenyl)-5-(1-fluorocyclopropyl)-1,2-oxazole-4-carbonyloxy]-2-azabicyclo[2.2.1]heptan-2-yl]-4-fluoro-1,3-benzothiazole-6-carboxylic acid